CC1=NC=C(C=2CCC(C(C12)=O)C(=O)OC(CC)C=1C=NC(=CC1)C1CC1)Br 1-(6-cyclopropylpyridin-3-yl)propan-1-ol Methyl-4-bromo-8-oxo-5,6,7,8-tetrahydroisoquinoline-7-carboxylate